2H-indazole-3-carboxylate N=1NC(=C2C=CC=CC12)C(=O)[O-]